ClC1=C(C(=C(C=C1OC)OC)Cl)C1=CC2=C(N=C(N=C2)SC)C(=N1)N1CC(CC1)(C#N)C 1-(6-(2,6-dichloro-3,5-dimethoxyphenyl)-2-(methylthio)pyrido[3,4-d]pyrimidin-8-yl)-3-methylpyrrolidine-3-carbonitrile